4'-[(6S)-6-(cyanomethyl)-2,3,9-trimethyl-6H-thieno[3,2-f][1,2,4]triazolo[4,3-a][1,4]diazepin-4-yl][1,1'-biphenyl]-4-carboxylic acid tert-butyl ester C(C)(C)(C)OC(=O)C1=CC=C(C=C1)C1=CC=C(C=C1)C1=N[C@H](C=2N(C3=C1C(=C(S3)C)C)C(=NN2)C)CC#N